6-chloro-N-(3-chloro-4-ethoxy-2-fluoro-phenyl)pyrido[3,2-d]pyrimidin-4-amine ClC=1C=CC=2N=CN=C(C2N1)NC1=C(C(=C(C=C1)OCC)Cl)F